7-methoxy-2-(cis-3-{5-methyl-6-[(3R)-3-methylpiperazin-1-yl]pyridin-3-yl}cyclobutyl)[1,2,4]triazolo[1,5-c]quinazolin-5-amine COC1=CC=CC=2C=3N(C(=NC12)N)N=C(N3)[C@@H]3C[C@@H](C3)C=3C=NC(=C(C3)C)N3C[C@H](NCC3)C